2-ethylhexyl 4-methoxycinnamate (Ethylhexyl Methoxycinnamate) C(C)C1=C(C(=C(C(=O)O)OC)CCCCCC)C=CC=C1.COC1=CC=C(C=CC(=O)OCC(CCCC)CC)C=C1